Cl.CC(CC)(C)C1=CC=C(C=C1)C(C(C)C)C1NCC(OC1C)C 3-[4-(1,1-dimethylpropyl)-phenyl-2-methylpropyl]-2,6-dimethyl-morpholine hydrochloride